4-methoxy-N-(7-(4-methoxyphenyl)-4-(4-methylquinolin-2-yl)-7-oxoheptyl)benzenesulfonamide COC1=CC=C(C=C1)S(=O)(=O)NCCCC(CCC(=O)C1=CC=C(C=C1)OC)C1=NC2=CC=CC=C2C(=C1)C